ClC=1C=C2C(=NC1OC)C(=C(N2C)C2=NNC(=N2)[C@@H](C(F)(F)F)OC)N2C=NC=C2 (S)-6-chloro-3-(1H-imidazol-1-yl)-5-methoxy-1-methyl-2-(5-(2,2,2-trifluoro-1-methoxy-ethyl)-1H-1,2,4-triazol-3-yl)-1H-pyrrolo[3,2-b]pyridine